C1(=C(C=CC=C1)C1=CNC(C2=CC(=CC=C12)NCC(=O)OCC)=O)C ethyl 2-[[4-(o-tolyl)-1-oxo-(2H)isoquinolin-7-yl]amino]acetate